CCCCCCCCCCCCCCCCCCCCCCC[C@H](CC(=O)SCCNC(=O)CCNC(=O)[C@@H](C(C)(C)COP(=O)([O-])OP(=O)([O-])OC[C@@H]1[C@H]([C@H]([C@@H](O1)N2C=NC3=C(N=CN=C32)N)O)OP(=O)([O-])[O-])O)O The molecule is a 3-hydroxy fatty acyl-CoA(4-) obtained by deprotonation of the phosphate and diphosphate OH groups of (R)-3-hydroxycerotoyl-CoA; major species at pH 7.3. It is a (R)-3-hydroxyacyl-CoA(4-), a 3-hydroxy fatty acyl-CoA(4-) and an 11,12-saturated fatty acyl-CoA(4-). It is a conjugate base of a (R)-3-hydroxyhexacosanoyl-CoA.